6-(3-isopropyl-5-(piperidin-4-yl)-1H-indol-2-yl)pyrazolo[1,5-a]pyrimidine C(C)(C)C1=C(NC2=CC=C(C=C12)C1CCNCC1)C=1C=NC=2N(C1)N=CC2